ClC1=NC(=CC(=C1)[C@@H]1CN(C[C@H](O1)C=O)C(=O)OC(C)(C)C)C1=NC=NC(=C1)C(NC)=O trans-tert-butyl 2-(2-chloro-6-(6-(methylcarbamoyl) pyrimidin-4-yl)pyridin-4-yl)-6-formylmorpholine-4-carboxylate